C1=2C3=C4C5=C(C(NC(C5=CC=C4C4=CC=C5C(NC(C(C=C1)=C5C24)=O)=O)=O)=O)C=C3 7,18-diazaheptacyclo[14.6.2.22,5.03,12.04,9.013,23.020,24]hexacosa-1(23),2,4,9,11,13,15,20(24),21,25-decaene-6,8,17,19-tetrone